C(C)O[Si](CCCSP(SCCC[Si](OCC)(OCC)OCC)(=S)C)(OCC)OCC bis-(3-triethoxysilyl-1-propyl)methyltrithiophosphonate